dicarboxyl-decandiamine C(=O)(O)C(C(N)(N)C(=O)O)CCCCCCCC